COC1=CC=C(C=C1)[C@@H](C)N1C[C@H](CC1=O)C(=O)O (1R,3S)-1-(1-(4-methoxyphenyl)ethyl)-5-oxopyrrolidine-3-carboxylic acid